Tert-butyl octane-2-carboxylate ((6-methoxypyridin-2-yl)methyl)phosphonate COC1=CC=CC(=N1)CP(O)(O)=O.CC(CCCCCC)C(=O)OC(C)(C)C